(NE,R)-N-[1-(2-ethylsulfanyl-6-methyl-4-oxo-chromen-8-yl)ethylidene]-2-methyl-propane-2-sulfinamide C(C)SC=1OC2=C(C=C(C=C2C(C1)=O)C)\C(\C)=N\[S@](=O)C(C)(C)C